OC1(CC1)C1=NN(C=N1)C1CC2(CN(C2)C(=O)N2CC3(C2)CC(C3)CC=3N(N=CC3C(F)(F)F)C)C1 [6-[3-(1-hydroxycyclopropyl)-1,2,4-triazol-1-yl]-2-azaspiro[3.3]heptan-2-yl]-[6-[[2-methyl-4-(trifluoromethyl)pyrazol-3-yl]methyl]-2-azaspiro[3.3]heptan-2-yl]methanone